NC1=CC=C(C(=N1)C)C1=C2CCN(C(C2=CC(=C1)CCN(C)CC)=O)[C@@H](C)C1=NC=C(C#N)C(=C1)OCC (S)-6-(1-(5-(6-amino-2-methylpyridin-3-yl)-7-(2-(ethyl(methyl)amino)ethyl)-1-oxo-3,4-dihydroisoquinolin-2(1H)-yl)ethyl)-4-ethoxynicotinonitrile